C1(C#CCCCCC1)OC(NCCNCC=1OC=CC1)=O cyclooct-2-yn-1-yl(2-((furan-2-ylmethyl)amino)ethyl)carbamate